(4-(1-(2,6-dichlorophenyl)azetidin-3-yl)-2-fluoro-6-methylbenzyl)-piperidine-4-carboxylic acid ClC1=C(C(=CC=C1)Cl)N1CC(C1)C1=CC(=C(CN2CCC(CC2)C(=O)O)C(=C1)C)F